C(C)(C)(C)C1N(CCCC1CC=O)C(=O)OC[C@@H]1CN(C[C@@H](O1)C)C1=NC(=NC=C1)C1=CN=C2N1C=C(C=C2)C(F)F ((2S,6S)-4-(2-(6-(difluoromethyl)imidazo[1,2-a]pyridin-3-yl)pyrimidin-4-yl)-6-methylmorpholin-2-yl)methanol Tert-Butyl-3-(2-oxoethyl)piperidine-1-carboxylate